C(C)(C)(C)OC(=O)NC(C(CC(=O)OC)=O)CC1=CC=CC=C1 Methyl 4-(tert-butoxycarbonylamino)-3-oxo-5-phenylpentanoate